(3R)-3-(tert-Butoxycarbonylamino)-4-oxo-3,5-dihydro-2H-1,5-benzothiazepine-7-Carboxylic acid methyl ester COC(=O)C=1C=CC2=C(NC([C@H](CS2)NC(=O)OC(C)(C)C)=O)C1